4-amino-1-(2-chloro-5-fluorophenyl)-7-cyclopropylpyrido[2,3-d]pyrimidin-2-one NC=1C2=C(N(C(N1)=O)C1=C(C=CC(=C1)F)Cl)N=C(C=C2)C2CC2